(1-((4-Fluorobenzyl)amino)-10H-phenothiazin-3-yl)(morpholino)methanone FC1=CC=C(CNC2=CC(=CC=3SC4=CC=CC=C4NC23)C(=O)N2CCOCC2)C=C1